FC(S(=O)(=O)[O-])(F)F.[NH+]1=CC=CC=C1 pyridin-1-ium trifluoromethanesulfonate